FC1=C(C=C(C(=C1)C)C(F)(F)F)[N+](=O)[O-] 1-fluoro-5-methyl-2-nitro-4-(trifluoromethyl)benzene